triethyl citrate (tri-butyl citrate) C(CCC)C(C(C(C(=O)O)(CCCC)CCCC)(O)C(=O)O)C(=O)O.C(CC(O)(C(=O)OCC)CC(=O)OCC)(=O)OCC